N-(6-(2-chloro-5-fluorophenyl)-2-methyl-3-(methylamino)-8-oxo-2,6,7,8-tetrahydropyrrolo[3,4-g]indazol-5-yl)-3-fluoro-5-(trifluoromethyl)benzamide ClC1=C(C=C(C=C1)F)C1NC(C2=C1C(=CC1=C(N(N=C21)C)NC)NC(C2=CC(=CC(=C2)C(F)(F)F)F)=O)=O